tert-butyl (2-cyano-8-(4-hydroxy-2-methylphenyl)imidazo[1,2-c]pyrimidin-5-yl)((5-fluoro-2,3-dihydrobenzofuran-4-yl)methyl)carbamate C(#N)C=1N=C2N(C(=NC=C2C2=C(C=C(C=C2)O)C)N(C(OC(C)(C)C)=O)CC2=C(C=CC3=C2CCO3)F)C1